2-(2-isopropoxy-4-(4-methylpiperazin-1-yl)phenyl)-5-methyl-N4-(1-methylcyclopropyl)thieno[2,3-d]pyrimidine-2,4-diamine C(C)(C)OC1=C(C=CC(=C1)N1CCN(CC1)C)C1(N=C(C2=C(N1)SC=C2C)NC2(CC2)C)N